ClC=1C=C2C=CC=NC2=CC1C(=O)NC1=CC(=NN1C)C1=C(C=CC(=C1)C(F)(F)F)Cl 6-Chloro-N-(3-(2-chloro-5-(trifluoromethyl)phenyl)-1-methyl-1H-pyrazol-5-yl)quinoline-7-carboxamid